6'-(2-(6-([1,1'-biphenyl]-2-yl)-2-phenylpyrimidin-4-yl)phenyl)spiro[cyclohexane-1,9'-fluorene]-2'-carbonitrile C1(=C(C=CC=C1)C1=CC(=NC(=N1)C1=CC=CC=C1)C1=C(C=CC=C1)C=1C=C2C=3C=CC(=CC3C3(C2=CC1)CCCCC3)C#N)C3=CC=CC=C3